(3aR,5s,6aS)-2-((4-fluorotetrahydro-2H-pyran-4-yl)methyl-d2)-N-(6-(4-(trifluoromethyl)pyridin-3-yl)pyridazin-3-yl)octahydrocyclopenta[c]pyrrol-5-amine FC1(CCOCC1)C(N1C[C@@H]2[C@H](C1)CC(C2)NC=2N=NC(=CC2)C=2C=NC=CC2C(F)(F)F)([2H])[2H]